(trans)-N1-((1R,2S)-2-phenylcyclopropyl)cyclohexane-1,4-diamine C1(=CC=CC=C1)[C@H]1[C@@H](C1)N[C@@H]1CC[C@H](CC1)N